C(C)(C)(C)OC(=O)N1C2(CC2CO)CCCC1 (hydroxymethyl)-4-azaspiro[2.5]octane-4-carboxylic acid tert-butyl ester